C(C)(C)(C)OC(=O)N1CCC2(CC2C2=NC3=C(N2C[C@H]2OCC2)C=C(C=C3)C(=O)OC)CC1 methyl 2-(6-(tert-Butoxycarbonyl)-6-azaspiro[2.5]octan-1-yl)-1-((S)-oxetan-2-ylmethyl)-1H-benzo[d]imidazole-6-carboxylate